N-((R)-1-(3-(difluoromethyl)-2-fluorophenyl)ethyl)-4-(((3S,4R)-3-fluoro-1-methylpiperidin-4-yl)amino)-1-(3-fluorobicyclo[1.1.1]pentan-1-yl)-6-oxo-1,6-dihydropyridine-3-carboxamide FC(C=1C(=C(C=CC1)[C@@H](C)NC(=O)C1=CN(C(C=C1N[C@H]1[C@H](CN(CC1)C)F)=O)C12CC(C1)(C2)F)F)F